O1C(=CC2=C1C=CC=C2)C2=NC(=NO2)C2=CC=C(C(=O)O)C=C2 4-[5-(benzofuran-2-yl)-1,2,4-oxadiazol-3-yl]benzoic acid